2-{2-Ethyl-5,8-dioxo-6-[(3S)-pyrrolidin-3-ylmethyl]-5,6,7,8-tetrahydro-4H-pyrazolo[1,5-a]pyrrolo[3,4-d]pyrimidin-4-yl}-N-(5-fluoropyridin-2-yl)acetamide hydrochloride Cl.C(C)C1=NN2C(N(C3=C(C2=O)CN(C3=O)C[C@@H]3CNCC3)CC(=O)NC3=NC=C(C=C3)F)=C1